N-(5-((6-((R)-3-(3-chloro-2,4-difluorophenyl)isoxazolidine-2-yl)pyrimidine-4-yl)amino)-2-((2S,6R)-2,6-dimethylmorpholino)-4-methoxyphenyl)acrylamide ClC=1C(=C(C=CC1F)[C@@H]1N(OCC1)C1=CC(=NC=N1)NC=1C(=CC(=C(C1)NC(C=C)=O)N1C[C@@H](O[C@@H](C1)C)C)OC)F